4-((1R,3S)-3-((S)-3-oxo-5-phenyl-6,7-dihydro-3H-pyrrolo[2,1-c][1,2,4]triazol-2(5H)-yl)cyclobutoxy)pyrazolo[1,5-a]pyridine-7-carbonitrile O=C1N2C(=NN1C1CC(C1)OC=1C=3N(C(=CC1)C#N)N=CC3)CC[C@H]2C2=CC=CC=C2